OC1CCN(CC1)C1=CC(=C2C(=N1)C(=CS2)C(=O)NC)C(F)(F)F 5-(4-hydroxypiperidin-1-yl)-N-methyl-7-(trifluoromethyl)thieno[3,2-b]pyridine-3-carboxamide